methyl 5-((4-(cyclohexylthio)-5-methylpyrimidin-2-yl)amino)-2-(4,4,5,5-tetramethyl-1,3,2-dioxaborolan-2-yl)benzoate C1(CCCCC1)SC1=NC(=NC=C1C)NC=1C=CC(=C(C(=O)OC)C1)B1OC(C(O1)(C)C)(C)C